NC=1SC2=C(N1)C(=CC=C2F)C=2N=CC=1C(=C3C(=NC1C2F)O[C@@H](CO3)C3(CC3)CN3CCOCC3)N3CCOC[C@H](C3)NC(C=C)=O N-((S)-4-((R)-7-(2-amino-7-fluorobenzo[d]thiazol-4-yl)-6-fluoro-3-(1-(morpholinomethyl)cyclopropyl)-2,3-dihydro-[1,4]dioxino[2,3-b][1,6]naphthyridin-10-yl)-1,4-oxazepan-6-yl)acrylamide